2-(5-propyl-1H-pyrazol-3-yl)propan-2-ol C(CC)C1=CC(=NN1)C(C)(C)O